CNC(C[C@H](CC(C)C)NC1=NC(=NC=2CC(CCC12)C)N1CC2(CN(C2)C(C=C)=O)CC1)=O (3S)-N,5-dimethyl-3-((7-methyl-2-(2-(2-propenoyl)-2,6-diazaspiro[3.4]octan-6-yl)-5,6,7,8-tetrahydro-4-quinazolinyl)amino)hexanamide